amino-4-chloro-N-(3-methoxyphenyl)-4''-sulfamoyl-[1,1':3',1''-terphenyl]-5'-carboxamide NC1=C(C=CC(=C1)Cl)C1=CC(=CC(=C1)C(=O)NC1=CC(=CC=C1)OC)C1=CC=C(C=C1)S(N)(=O)=O